6-[7-(2-methoxyethoxy)imidazo[1,2-a]pyridin-3-yl]-N-[(4-{4H,5H,6H-pyrrolo[1,2-b]pyrazol-3-yl}phenyl)methyl]pyrimidin-4-amine COCCOC1=CC=2N(C=C1)C(=CN2)C2=CC(=NC=N2)NCC2=CC=C(C=C2)C2=C1N(N=C2)CCC1